C(C)(C)C1=CN(C=2C1=NC(=CC2)CC2=C(C=C(C=C2C)O)C)S(=O)(=O)C2=CC=C(C=C2)C 4-((3-isopropyl-1-p-methylbenzenesulfonyl-1H-pyrrolo[3,2-b]pyridin-5-yl)methyl)-3,5-dimethylphenol